ClC1=CC=C(C=C1)C1=CC=2C3=C(C=NC2C=C1)N(C(N3C=3C(=NC=NC3)C)=N)C 8-(4-Chlorophenyl)-3-methyl-1-(4-methylpyrimidin-5-yl)-1,3-dihydro-2H-imidazo[4,5-c]quinolin-2-imine